4-(2-{5-[(3R,5R)-3-amino-5-fluoropiperidine-1-carbonyl]-7-methoxy-1-methyl-1H-1,3-benzodiazol-2-yl}-1-(cyclopropylmethyl)-1H-pyrrolo[2,3-b]pyridin-6-yl)-1,2-dihydropyridin-2-one N[C@H]1CN(C[C@@H](C1)F)C(=O)C1=CC2=C(N(C(=N2)C2=CC=3C(=NC(=CC3)C3=CC(NC=C3)=O)N2CC2CC2)C)C(=C1)OC